C(OCCOCCN1C(C=CC1=O)=O)(OC1=CC=C(C=C1)[N+](=O)[O-])=O 2-(2-Maleimidoethoxy)ethyl (4-nitrophenyl) carbonate